O1CCN(CC1)C1=CC=C(C=C1)CC(=O)NC1(CN(CC1)C=1C=NC=C(C1)C(F)(F)F)C(=O)OC methyl 3-(2-(4-morpholinophenyl)acetamido)-1-(5-(trifluoromethyl)pyridin-3-yl)pyrrolidine-3-carboxylate